tert-butyl 3-((3-(benzyloxy)cyclobutyl)(methyl)amino)-3-methylpyrrolidine-1-carboxylate C(C1=CC=CC=C1)OC1CC(C1)N(C1(CN(CC1)C(=O)OC(C)(C)C)C)C